BrC=1C=C2C(=NC1)N(C(=C2)C2=CC=NN2C)S(=O)(=O)C2=CC=C(C)C=C2 5-bromo-2-(1-methyl-1H-pyrazol-5-yl)-1-tosyl-1H-pyrrolo[2,3-b]pyridine